(E)-3-(pyridin-2-yl)prop-2-en-1-ol N1=C(C=CC=C1)/C=C/CO